O1CC(CC1)CNC(C)=O N-((tetrahydrofuran-3-yl)methyl)acetamide